C(C)(C)(C)OC(=O)N1CCC(CC1)C=CC1=C(SC(=C1)C)C(=O)OC 4-(2-(2-(methoxycarbonyl)-5-methylthiophen-3-yl)vinyl)piperidine-1-carboxylic acid tert-butyl ester